2-(2,6-dioxopiperidin-3-yl)-5-(6-((4'-fluoro-5,5-dimethyl-3,4,5,6-tetrahydro-[1,1'-biphenyl]-2-yl)methyl)-3,6-diazabicyclo[3.1.1]heptan-3-yl)isoindoline-1,3-dione O=C1NC(CCC1N1C(C2=CC=C(C=C2C1=O)N1CC2N(C(C1)C2)CC2=C(CC(CC2)(C)C)C2=CC=C(C=C2)F)=O)=O